C(C)C1CC2(C(O1)=O)CN1C(C=3C=CC=CC32)=NC3=C1C=CC=C3 5'-ethyl-4',5'-dihydro-2'H,6H-spiro[benzo[4,5]imidazo[2,1-a]isoquinoline-5,3'-furan]-2'-one